C1(CC1)CNC1=C2C(=NC=3C=C(C(=CC13)OC)OCC1CNOCC1)CCC2 N-(cyclopropylmethyl)-7-methoxy-6-[(1,2-oxazinan-4-yl)methoxy]-1H,2H,3H-cyclopenta[b]quinolin-9-amine